3,5-Dimethyl-benzoic acid N-(1-tert-butyl-pentyl)-N'-(3-methoxy-2-methyl-benzoyl)-hydrazide C(C)(C)(C)C(CCCC)N(NC(C1=C(C(=CC=C1)OC)C)=O)C(C1=CC(=CC(=C1)C)C)=O